BrCCCCCCCC(=O)N(CCCCCC)CCCCCCC(=O)OCC(CCCCCCCC)CCCCCC 2-hexyldecyl 7-(8-bromo-N-hexyloctanamido)heptanoate